ClC1=NC=C(C(=N1)NC=1C(=C2N=CC=NC2=CC1)P(C)(C)=O)C(F)(F)F (6-((2-chloro-5-(trifluoromethyl)pyrimidin-4-yl)amino)quinoxalin-5-yl)dimethylphosphorus oxide